1-(3,4-difluorophenyl)-6-[5-(3,5-dimethylisoxazol-4-yl)-1-(4-piperidyl)benzimidazol-2-yl]piperidin-2-one FC=1C=C(C=CC1F)N1C(CCCC1C1=NC2=C(N1C1CCNCC1)C=CC(=C2)C=2C(=NOC2C)C)=O